Cl.C(C)(C)C1=CC=C(C=C1)C(O)C1(CNC1)C (4-isopropyl-phenyl)-(3-methyl-azetidin-3-yl)-methanol, hydrochloride salt